C1(CC1)C1=NC=CC=C1C=1N=C(C2=C(N1)C=CO2)NCC2=CC=C(C=C2)C2=NC=CC=C2 2-(2-Cyclopropylpyridin-3-yl)-N-(4-(pyridin-2-yl)benzyl)furo[3,2-d]pyrimidin-4-amine